Cl.C(C#C)OC(=O)N[C@@H](CCCCN)C(=O)O N-e-propargyloxycarbonyl-L-lysine hydrochloride